CSC1=NC(=C2NC=NC2=N1)NC 2-methylthio-N6-methyl-adenine